IC1=CC=C(C=C1)CCCC(=O)O C4-p-iodophenylbutyric acid